5-(3-benzyl-1-((2-methyl-2H-1,2,3-triazol-4-yl)sulfonyl)pyrrolidin-3-yl)-1-(1-cyclopropyl-1H-pyrazol-4-yl)-6-methyl-1H-indazole C(C1=CC=CC=C1)C1(CN(CC1)S(=O)(=O)C1=NN(N=C1)C)C=1C=C2C=NN(C2=CC1C)C=1C=NN(C1)C1CC1